BrC1=NO[C@H](C1)C=1C=C(C2=C(N=CS2)C1)OC1=CC(=CC=C1)C(F)(F)F (5R)-3-Bromo-5-[7-[3-(trifluoromethyl)phenoxy]-1,3-benzothiazol-5-yl]-4,5-dihydroisoxazole